C1(CCC1)CNCC=1NC2=CC(=CC=C2C1)CN1C(C2=CN=CC(=C2C=C1)O)=O 2-[[2-[(cyclobutylmethylamino)methyl]-1H-indol-6-yl]methyl]-5-hydroxy-2,7-naphthyridin-1-one